tert-butyl 2-methoxy-6-methyl-3',6'-dihydro-[3,4'-bipyridyl]-1'(2'H)-carboxylate COC1=NC(=CC=C1C=1CCN(CC1)C(=O)OC(C)(C)C)C